C1(=CC=CC=C1)[C@@H](CO[Si](C(C)C)(C(C)C)C(C)C)O (1S)-1-phenyl-2-triisopropylsilyloxy-ethanol